O[C@H]1[C@H]([C@H]2C[C@H]([C@H]3[C@@H]4CC[C@H]([C@@H](CCC(=O)O)C)[C@]4([C@H](C[C@@H]3[C@]2(CC1)C)O)C)O)O 3α,4α,7α,12α-tetrahydroxy-5β-cholanoic acid